C1CSN=C1 thiazolen